ClC1=C(OC2=NC=C(C(=C2)I)OC)C(=CC(=C1)[N+](=O)[O-])Cl 2-(2,6-dichloro-4-nitro-phenoxy)-4-iodo-5-methoxy-pyridine